4-(hydroxy(methyl)phosphoryl)-2-oxo-butyric acid OP(=O)(C)CCC(C(=O)O)=O